COC1=C(C=C2C(=NC=NC2=C1)NC1=CC=CC=C1)OCC(=O)NC1=CC=C(C=C1)C(\C=C\C1=CC(=CC=C1)OC)=O (E)-2-((7-methoxy-4-anilinoquinazolin-6-yl)oxy)-N-(4-(3-(3-methoxyphenyl)acryloyl)phenyl)acetamide